2'-chloro-N-(5-(((1r,4r)-4-(difluoromethoxy)cyclohexyl)methoxy)-1,3,4-thiadiazol-2-yl)-5'-methoxy-6-methyl-(4,4'-bipyridine)-3-carboxamide ClC1=NC=C(C(=C1)C1=C(C=NC(=C1)C)C(=O)NC=1SC(=NN1)OCC1CCC(CC1)OC(F)F)OC